C(CCCCCCC)N(CC(=O)O)CCCCCCCC N,N-dioctyl-glycine